C1CCC12CNCC2 (S)-6-azaspiro[3.4]octan